(2-methoxyethyl)guanine COCCNC=1NC(C=2NC=NC2N1)=O